(6-fluoro-4-(4-(1-hydroxyethyl)-4-phenylpiperidin-1-yl)quinolin-3-yl)(4-(methylsulfonyl)piperazin-1-yl)methanone Aluminium fluorid [F-].[Al+3].FC=1C=C2C(=C(C=NC2=CC1)C(=O)N1CCN(CC1)S(=O)(=O)C)N1CCC(CC1)(C1=CC=CC=C1)C(C)O.[F-].[F-]